3-(5-(((R)-6-((S)-sec-butyl)-6-azaspiro[2.5]oct-4-yl)oxy)-1-oxoisoindolin-2-yl)piperidine-2,6-dione [C@H](C)(CC)N1C[C@@H](C2(CC2)CC1)OC=1C=C2CN(C(C2=CC1)=O)C1C(NC(CC1)=O)=O